C(C)(=O)C1=CC=C(O1)C=1C=C(C=CC1)NC(OC(C)(C)C)=O tert-butyl (3-(5-acetylfuran-2-yl)phenyl)carbamate